C[C@](N)(CC1=CNC=N1)C(=O)O l-alpha-methylhistidine